C(C1=CC=CC=C1)NC1(CCNC2(CC2)C1)C(F)(F)F N-benzyl-7-(trifluoromethyl)-4-azaspiro[2.5]octan-7-amine